NC1=NC(=NC(=N1)N[C@@H]1[C@H](CC2=CC=CC=C12)C)[C@@H](C)F 2-amino-4-[(1R,2S)-2-methyl-1-indanylamino]-6-[(1R)-1-fluoroethyl]-1,3,5-triazine